C(#N)[C@H]1[C@H](CCC1)N(C([O-])=O)C=1N=CC2=CC(=C(C=C2C1)C1=C(C2=C(OCCN2)N=C1)C)F (1S,2R)-2-Cyanocyclopentyl-(7-fluoro-6-(8-methyl-2,3-dihydro-1H-pyrido[2,3-b][1,4]oxazin-7-yl)isochinolin-3-yl)carbamat